N-(azetidin-3-yl)-5-((6S,8R)-7-((1-fluorocyclopropyl)methyl)-8-methyl-6,7,8,9-tetrahydro-3H-pyrazolo[4,3-J]isoquinolin-6-yl)-4-methoxypyridin-2-amine N1CC(C1)NC1=NC=C(C(=C1)OC)[C@@H]1C(C2[C@H](CN=C3C2(C=C1)CN=N3)C)CC3(CC3)F